CSC(C(=O)N1C(CCCC1)C=1NC=C(N1)C1=C(C=CC=C1)C)C (methylthio)-1-(2-(4-(o-tolyl)-1H-imidazol-2-yl)piperidin-1-yl)propan-1-one